4-(4-phenylpiperidin-1-yl)aniline C1(=CC=CC=C1)C1CCN(CC1)C1=CC=C(N)C=C1